ClC1=CC(=NC(=C1)C)CCl 4-chloro-2-(chloromethyl)-6-methylpyridine